(6-(4-(5-fluoro-2-hydroxyphenyl)piperidin-1-yl)-2-azaspiro[3.4]oct-2-yl)(1-fluorocyclopropyl)methanone FC=1C=CC(=C(C1)C1CCN(CC1)C1CC2(CN(C2)C(=O)C2(CC2)F)CC1)O